CN1C2=C(OC[C@@H](C1=O)NC(=O)C1=NN=C(N1)C1(COC1)C1=CC=CC=C1)C=CC=C2 (S)-N-(5-methyl-4-oxo-2,3,4,5-tetrahydrobenzo[b][1,4]oxazepin-3-yl)-5-(3-phenyloxetan-3-yl)-4H-1,2,4-triazole-3-carboxamide